IC1=CC=C(C=C1)CCCC(=O)N1CCNCCN(CCNCC1)C(=O)[O-] 7-(4-(4-iodophenyl)butanoyl)-1,4,7,10-tetraazacyclododecane-1-carboxylate